C[C@@H]1CN2C(O1)=NC(=C2)C2=C(C=CC(=C2)[N+](=O)[O-])NC2=NC=C(C=C2)C(F)(F)F (R)-N-(2-(2-methyl-2,3-dihydroimidazo[2,1-b]oxazol-6-yl)-4-nitrophenyl)-5-(trifluoromethyl)pyridin-2-amine